2-benzylidenetetralone C1C/C(=C/C2=CC=CC=C2)/C(=O)C3=CC=CC=C31